CNC=1SC(=C(N1)C1CCOCC1)C#N 2-(methylamino)-4-(tetrahydro-2H-pyran-4-yl)thiazole-5-carbonitrile